N-(6-Methoxy-2-phenyl-5-((E)-2-(trans-4-(trifluoromethyl)cyclohexyl)vinyl)pyridin-3-yl)acrylamide COC1=C(C=C(C(=N1)C1=CC=CC=C1)NC(C=C)=O)\C=C\[C@@H]1CC[C@H](CC1)C(F)(F)F